NC=1C(NC(N(N1)C1=CC(=C(C(=C1)Cl)OC=1N=NC(=C(C1)C(C)C1CC1)Cl)Cl)=O)=O 6-amino-2-(3,5-dichloro-4-[[6-chloro-5-(1-cyclopropylethyl)pyridazin-3-yl]oxy]phenyl)-4H-1,2,4-triazine-3,5-dione